ClC=1C(=NC=CC1C1=NC(=C(C=C1)CNC[C@@H]1CCC(N1)=O)OC)C1=C(C(=CC=C1)NC1=C(C(=CC=C1)CNCC(C)(C)O)F)Cl (S)-5-((((3'-Chloro-2'-(2-chloro-3-((2-fluoro-3-(((2-hydroxy-2-methylpropyl)amino)methyl)phenyl)amino)phenyl)-6-methoxy-[2,4'-bipyridin]-5-yl)methyl)amino)methyl)pyrrolidin-2-one